FC1=C(C(=C(C(=C1[2H])[2H])[2H])[2H])C1=CC(=CN1S(=O)(=O)C=1C=NC=CC1)C=O 5-(2-fluoro-3,4,5,6-tetradeuterophenyl)-1-(pyridin-3-ylsulfonyl)-1H-pyrrole-3-carbaldehyde